Tert-butyl (2S,4R)-2-((6-(1,1-difluoroethyl)-3-methylpyridin-2-yl) carbamoyl)-4-fluoropyrrolidine-1-carboxylate FC(C)(F)C1=CC=C(C(=N1)NC(=O)[C@H]1N(C[C@@H](C1)F)C(=O)OC(C)(C)C)C